N-(2-Oxaspiro[3.3]heptan-6-yl)-4-(1-(tetrahydro-2H-pyran-4-yl)-1H-pyrrolo[2,3-c]pyridin-3-yl)pyridin-2-amine C1OCC12CC(C2)NC2=NC=CC(=C2)C2=CN(C1=CN=CC=C12)C1CCOCC1